6'-chloro-2'-oxo-r-(pyridin-3-yl)-1,3-dihydrospiro[indene-2,3'-indoline]-5-carboxylic acid ClC1=CC=C2[C@@]3(C(N(C2=C1)C=1C=NC=CC1)=O)CC1=CC=C(C=C1C3)C(=O)O